2-[4-(3R)-(1,1-difluoro-5-azaspiro[2.5]oct-5-yl)piperidin-1-yl]-N-[(3,5-difluoropyridin-2-yl)methyl]-1,3-thiazole-5-carboxamide FC1(C[C@]12CN(CCC2)C2CCN(CC2)C=2SC(=CN2)C(=O)NCC2=NC=C(C=C2F)F)F